2-[4-[4-(2,4-dioxohexahydropyrimidin-1-yl)-2-methylsulfonyloxy-phenyl]-1-piperidyl]acetic acid O=C1N(CCC(N1)=O)C1=CC(=C(C=C1)C1CCN(CC1)CC(=O)O)OS(=O)(=O)C